tert-butyl (2S)-6-hydroxy-2-(hydroxymethyl)-6-(trifluoromethyl)-1,4-oxazepane-4-carboxylate OC1(CN(C[C@H](OC1)CO)C(=O)OC(C)(C)C)C(F)(F)F